COC[C@H](O)C1=NC(=CC(=N1)N1CCOCC1)N1N=C(C=C1)C=1C=C(C=CC1)C (R)-2-methoxy-1-(4-morpholino-6-(3-(m-tolyl)-1H-pyrazol-1-yl)pyrimidin-2-yl)ethan-1-ol